Triazine-Amine N1=NN=C(C=C1)N